ClC=1C=2N(C=CC1)N=C(C2)[C@@H]2N(CCC1=C2N=CN1)C(=O)C1=CC(=NN1C)C(F)F (R)-(4-(4-chloropyrazolo[1,5-a]pyridin-2-yl)-6,7-dihydro-1H-imidazo[4,5-c]pyridin-5(4H)-yl)(3-(difluoromethyl)-1-methyl-1H-pyrazol-5-yl)methanone